C(C)(C)(C)OC(=O)NCC1=CC=C(C(=O)NC2=CC(=C(C=C2)C=2CCN(CC2)C(=O)OC(C)(C)C)F)C=C1 tert-butyl 4-{4-[4-({[(tert-butoxy)carbonyl]amino}methyl)benzamido]-2-fluorophenyl}-1,2,3,6-tetrahydropyridine-1-carboxylate